CC1(OC2=C(O1)C=CC=C2N2C(=NC1=C2C=CC=C1)C#C[Si](C(C)C)(C(C)C)C(C)C)C 1-(2,2-Dimethylbenzo[d][1,3]dioxol-4-yl)-2-((triisopropylsilyl)ethynyl)-1H-benzo[d]imidazole